6-(4-Trifluoromethylbenzyl)-3-(3-methylbenzyl)-1,2,3,4,6,8,9,10-octahydro-5H-pyrido[3,4-e]pyrimido[1,2-a]pyrimidin-5-one FC(C1=CC=C(CN2C=3N(C4=C(C2=O)CN(CC4)CC4=CC(=CC=C4)C)CCCN3)C=C1)(F)F